ClC(C(=O)OCC)CC1=C(C=C(C(=C1)N1N=C(N(C1=O)C(F)F)C)F)Cl ethyl α,2-dichloro-5-[4-(difluoromethyl)-4,5-dihydro-3-methyl-5-oxo-1H-1,2,4-triazol-1-yl]-4-fluorobenzenepropanoate